COC(C(CC1=C(C=C(C=C1)O)Cl)N)=O 2-amino-3-(2-chloro-4-hydroxyphenyl)propionic acid methyl ester